rac-N-{(7S,8R)-2-ethyl-8-[(2'-fluoro[1,1'-biphenyl]-3-yl)methyl]-1-oxo-1,2,5,6,7,8-hexahydroisoquinolin-7-yl}methanesulfonamide C(C)N1C(C=2[C@H]([C@H](CCC2C=C1)NS(=O)(=O)C)CC=1C=C(C=CC1)C1=C(C=CC=C1)F)=O |r|